C(C)(=O)OC1CCC(CC1)C(C)(C)C 4-(1,1-dimethylethyl)-cyclohexanol 1-acetate